4-methylpiperazine-1-carboxylic acid [(2s,3s,4e,6s,7s,10s)-7,10-dihydroxy-3,7-dimethyl-12-oxo-2-[(2e,4e,6s)-6-pyridin-2-ylhept-2,4-dien-2-yl]-1-oxocyclododec-4-en-6-yl] ester O[C@@]1([C@H](/C=C/[C@@H]([C@H](C(C(C[C@H](CC1)O)=O)=O)\C(\C)=C\C=C\[C@H](C)C1=NC=CC=C1)C)OC(=O)N1CCN(CC1)C)C